3,6,7-trimethyl-8-[1-(2-methylsulfonylanilino)ethyl]-2-morpholino-quinazolin-4-one CN1C(=NC2=C(C(=C(C=C2C1=O)C)C)C(C)NC1=C(C=CC=C1)S(=O)(=O)C)N1CCOCC1